1,4-diethyl 1,4-cyclohexanedicarboxylate C1(CCC(CC1)C(=O)OCC)C(=O)OCC